CC(C(=O)[O-])=CC 2-methyl-but-2-enoate